ClC=1C=C(C=2C=C(NC2C1Cl)COC1OCCCC1)O 6,7-Dichloro-2-(tetrahydropyran-2-yloxymethyl)-1H-indol-4-ol